2-(4-methyl-4-oxidopiperazin-4-ium-1-yl)-N-[6-(1-methylpyrazol-4-yl)-3-isoquinolyl]pyridine-4-carboxamide C[N+]1(CCN(CC1)C1=NC=CC(=C1)C(=O)NC=1N=CC2=CC=C(C=C2C1)C=1C=NN(C1)C)[O-]